2-[6-[3-(6-methyl-2-pyridyl)-1H-pyrazol-4-yl]-1,5-naphthyridin-3-yl]-1,4,5,6,7,8-hexahydroimidazo[4,5-d]azepine CC1=CC=CC(=N1)C1=NNC=C1C=1N=C2C=C(C=NC2=CC1)C1=NC2=C(CCNCC2)N1